CC1=C2CCC3(CCC=4C(=NC(=NC4C3)S(=O)C)N3C[C@H]4CC[C@@H](C3)N4C(=O)OC(C)(C)C)C2=CC=C1 tert-butyl (1R,5S)-3-(4-methyl-2'-(methylsulfinyl)-2,3,5',8'-tetrahydro-6'H-spiro[indene-1,7'-quinazolin]-4'-yl)-3,8-diazabicyclo[3.2.1]octane-8-carboxylate